tert-butyl 3-[[(E)-N-hydroxy-C-methyl-carbonimidoyl] carbamoyl]azetidine-1-carboxylate O\N=C(/C)\NC(=O)C1CN(C1)C(=O)OC(C)(C)C